BrC1=CC(C2=C3C=CC(=[SiH]C3=CC2=C1)Cl)(C)C 7-bromo-2-chloro-5,5-dimethyl-silafluorene